rac-(3R,4R)-1-cyclohexyl-4-{[1-(2,4-difluoro-phenyl)-1H-[1,2,3]triazole-4-carbonyl]-amino}-piperidine-3-carboxylic acid methyl ester COC(=O)[C@@H]1CN(CC[C@H]1NC(=O)C=1N=NN(C1)C1=C(C=C(C=C1)F)F)C1CCCCC1 |r|